CC1(CCC=2C1=NC1=C(C2NC(=O)N=S(=O)(N)C=2C(=NN(C2)C(C)C)CO)CCC1)C N'-((3,3-dimethyl-1,2,3,5,6,7-hexahydrodicyclopenta[b,e]pyridin-8-yl)carbamoyl)-3-(hydroxymethyl)-1-isopropyl-1H-pyrazole-4-sulfonimidamide